2-(2,6-dioxopiperidin-3-yl)-5-(2-(2-(2-(2-((2-(isoquinolin-6-ylamino)-5-methylpyridin-4-yl)oxy)ethoxy)ethoxy)ethoxy)ethoxy)isoindoline-1,3-dione O=C1NC(CCC1N1C(C2=CC=C(C=C2C1=O)OCCOCCOCCOCCOC1=CC(=NC=C1C)NC=1C=C2C=CN=CC2=CC1)=O)=O